3-(1-(N-methyl-3,5-bis(trifluoromethyl)benzamido)ethyl)pyrazine-2-carboxylic acid CN(C(C1=CC(=CC(=C1)C(F)(F)F)C(F)(F)F)=O)C(C)C=1C(=NC=CN1)C(=O)O